8-(4-(2,4-dioxo-1,3,7-triazaspiro[4.5]dec-7-yl)-8-fluoro-2-((hexahydro-1H-pyrrolizin-7a-yl)methoxy)pyrido[4,3-d]pyrimidin-7-yl)-1-naphthacenecarbonitrile O=C1NC2(C(N1)=O)CN(CCC2)C=2C1=C(N=C(N2)OCC23CCCN3CCC2)C(=C(N=C1)C=1C=C2C=C3C=C4C=CC=C(C4=CC3=CC2=CC1)C#N)F